N-[[1-[(dimethylamino)methyl]cyclobutyl]methyl]-4,5,6,7,8,9-hexahydrocycloocta[b]thiophene-2-carboxamide CN(C)CC1(CCC1)CNC(=O)C1=CC2=C(S1)CCCCCC2